C[C@@H]1[C@@H](N(C2CC1C2)C(=O)C=2N=C(SC2C2=CC=CC=C2)C)COC=2N=CC1=CC=CC=C1C2 3-{[(3R,4S)-4-methyl-2-(2-methyl-5-phenyl-1,3-thiazole-4-carbonyl)-2-azabicyclo[3.1.1]hept-3-yl]methoxy}isoquinoline